C(=O)OC.C(=O)OC 1,1-dimethyl diformate